O=C1NC(CCC1N1C(C2=CC=CC(=C2C1=O)OCCCCN1CCN(CC1)C1CCN(CC1)C1=NC=C(C(=O)N2CCC(CC2)CCCCNC(\C=C\C=2C=NC=CC2)=O)C=C1)=O)=O (E)-N-(4-(1-(6-(4-(4-(4-((2-(2,6-dioxopiperidin-3-yl)-1,3-dioxoisoindolin-4-yl)oxy)butyl)piperazin-1-yl)piperidin-1-yl)nicotinoyl)piperidin-4-yl)butyl)-3-(pyridin-3-yl)acrylamide